FC1=C(C(=O)N2CC3C(C2)CN(C3)C(=O)OC(C)(C)C)C(=CC=C1)C1=NC=CC=N1 tert-butyl (3R,6S)-5-(2-fluoro-6-(pyrimidin-2-yl)benzoyl)hexahydropyrrolo[3,4-c]pyrrole-2(1H)-carboxylate